ClC(CCl)OC(CCl)Cl 1,2-dichloroethylether